4-N-PROPOXYBENZALDEHYDE CCCOC1=CC=C(C=C1)C=O